5-(5-(4-bromo-1H-pyrazol-1-yl)-3-(ethylsulfonyl)pyridin-2-yl)-2-(trifluoromethyl)pyrazolo[1,5-a]pyrimidine BrC=1C=NN(C1)C=1C=C(C(=NC1)C1=NC=2N(C=C1)N=C(C2)C(F)(F)F)S(=O)(=O)CC